6-(2,6-difluoro-3,5-dimethoxyphenyl)-8-(3-hydroxy-3-methylpyrrolidin-1-yl)pyrido[3,4-d]pyrimidin FC1=C(C(=C(C=C1OC)OC)F)C1=CC2=C(N=CN=C2)C(=N1)N1CC(CC1)(C)O